(R)-N-(5-((6-(3-(2-fluoro-3-(trifluoromethyl)phenyl)isoxazolidin-2-yl)pyrimidin-4-yl)amino)-4-methoxy-2-(1-methyl-1H-pyrazol-4-yl)phenyl)acrylamide FC1=C(C=CC=C1C(F)(F)F)[C@@H]1N(OCC1)C1=CC(=NC=N1)NC=1C(=CC(=C(C1)NC(C=C)=O)C=1C=NN(C1)C)OC